4S-(E)-6-Methyl-2-hepten-4-ol C/C=C/[C@H](CC(C)C)O